[4-(5-tert-butyl-1,2,4-oxadiazol-3-yl)phenyl]-[6-[3-(trifluoromethyl)pyrazol-1-yl]-2-azaspiro[3.3]heptan-2-yl]methanone C(C)(C)(C)C1=NC(=NO1)C1=CC=C(C=C1)C(=O)N1CC2(C1)CC(C2)N2N=C(C=C2)C(F)(F)F